Cl.Cl.[C@H]12CN(C[C@H](CC1)N2)C2=NC(=NC1=C(C(=C(C=C21)Cl)C2=CC(=CC1=CC=CC=C21)O)F)CCCCN(C)C 4-((S or R)-4-((1R,5S)-3,8-diazabicyclo[3.2.1]octan-3-yl)-6-chloro-2-(4-(Dimethylamino)butyl)-8-fluoroquinazolin-7-yl)naphthalene-2-ol bishydrochloride